FC1(CN(CC1)C(=O)N1CCN(CC1)C1=CC=C(C=C1)NC(=O)C=1C(NC=CC1NC1=C(C2=C(OCCN2)N=C1)C)=O)F N-(4-(4-(3,3-difluoropyrrolidine-1-carbonyl)piperazin-1-yl)phenyl)-4-((8-methyl-2,3-dihydro-1H-pyrido[2,3-b][1,4]oxazin-7-yl)amino)-2-oxo-1,2-dihydropyridine-3-carboxamide